S(C)(=O)(=O)O.FC1=C(C(=CC=C1)F)C1=NC(=C(N1)C1=CC=C2C(=N1)N(C(=N2)N)CC(C)(C)C)C2=CC=C(C=C2)F 5-[2-(2,6-difluorophenyl)-5-(4-fluorophenyl)-3H-imidazol-4-yl]-3-(2,2-dimethylpropyl)-3H-imidazo[4,5-b]pyridin-2-ylamine mesylate